C(C)N1N=C2N=C(C=NC2=C1)N[C@@H](C)C=1C=C(C=CC1)NC(C1=CC(=C(C=C1)C(=O)N1CCN(CC1)C)C)=O (S)-N-(3-(1-((2-ethyl-2H-pyrazolo[3,4-b]pyrazin-6-yl)amino)ethyl)phenyl)-3-methyl-4-(4-methylpiperazine-1-carbonyl)benzamide